BrC=1C=NN(C1)C1=C(C=C(C=C1)NC(CC1=C(C=CC=C1)F)=O)S(N)(=O)=O N-[4-(4-bromo-1H-pyrazol-1-yl)-3-sulfamoylphenyl]-2-(2-fluorophenyl)acetamide